FC=1C(=NC(=NC1)NC1=CC=C(C=N1)CN1CC2(CS(C2)(=O)=O)C1)C=1C=C(C2=C(N(C(=N2)C)C(C)C)C1)F 6-((6-((5-fluoro-4-(4-fluoro-1-isopropyl-2-methyl-1H-benzo[d]imidazol-6-yl)pyrimidin-2-yl)amino)pyridin-3-yl)methyl)-2-thia-6-azaspiro[3.3]heptane 2,2-dioxide